ClCC(CC1=C(C=CC=C1)Cl)(O)C1=CC=C(C=C1)Cl Z-1-chloro-2-(4-chlorophenyl)-3-(2-chlorophenyl)-2-propanol